C1=C(C=CC2=CC=CC=C12)[C@H](C)N1CCC1 (E)-[(1S)-1-(naphthalen-2-yl)ethyl]azetidine